FC(C1=NC=CC(=C1F)NC(=O)N1CC=2C(=NN3C2C(CC[C@@](C3)(O)C#C)(F)F)CC1)F |o1:22| (R*)-N-(2-(Difluoromethyl)-3-fluoropyridin-4-yl)-8-ethynyl-11,11-difluoro-8-hydroxy-3,4,8,9,10,11-hexahydro-1H-pyrido[4',3':3,4]pyrazolo[1,5-a]azepine-2(7H)-carboxamide